CC1([C@@H]2CCC([C@@H]([C@]2(CCC1)C)CC=O)=C)C (1S,4aS,8aS)-Decahydro-5,5,8a-trimethyl-2-methylene-1-naphthaleneacetaldehyde